FC=1C=C2C=C(C(NC2=CC1)=O)C=1N=NN(C1)C1=CC=C(C(=O)N2CC(CCC2)OC(C)=O)C=C1 acetic acid 1-{4-[4-(6-fluoro-2-oxo-1,2-dihydro-quinolin-3-yl)-[1,2,3]triazol-1-yl]-benzoyl}-piperidin-3-yl ester